(Z)-3-(hydroxyimino)-1-(1-((1s,4s)-4-isopropylcyclohexyl)piperidin-4-yl)-2-oxoindolin-5-yl carbamate C(N)(OC=1C=C2/C(/C(N(C2=CC1)C1CCN(CC1)C1CCC(CC1)C(C)C)=O)=N/O)=O